N5-(4-(6-(6-Fluoropyridin-3-yl)imidazo[1,2-a]pyridin-3-yl)pyrimidin-2-yl)-N2,N2-dimethylpyridine-2,5-diamine FC1=CC=C(C=N1)C=1C=CC=2N(C1)C(=CN2)C2=NC(=NC=C2)NC=2C=CC(=NC2)N(C)C